N-(4-cyanobenzyl)-1-methyl-7-oxo-6-((1-(N-(1-(pyridazin-3-yl)cyclopropyl)sulfamoyl)cyclopropyl)methyl)-4,5,6,7-tetrahydro-1H-pyrazolo[3,4-c]pyridine-3-carboxamide C(#N)C1=CC=C(CNC(=O)C2=NN(C=3C(N(CCC32)CC3(CC3)S(NC3(CC3)C=3N=NC=CC3)(=O)=O)=O)C)C=C1